N-(1-cyanocyclopropyl)-2-[(5'S,7a'R)-5'-(3,5-difluorophenyl)-3'-oxotetrahydro-1H,3'H-spiro[piperidine-4,2'-pyrrolo[2,1-b][1,3]oxazol]-1-yl]-5-fluoropyrimidine-4-carboxamide C(#N)C1(CC1)NC(=O)C1=NC(=NC=C1F)N1CCC2(C(N3[C@H](O2)CC[C@H]3C3=CC(=CC(=C3)F)F)=O)CC1